N-(3,4-dihydroxy-9,10-dioxo-9,10-dihydroanthracen-2-yl)-4-fluorobenzenesulfonamide OC=1C(=CC=2C(C3=CC=CC=C3C(C2C1O)=O)=O)NS(=O)(=O)C1=CC=C(C=C1)F